octadeca-9,12-dien-1-ylbutanehydrazide C(CCCCCCCC=CCC=CCCCCC)C(C(=O)NN)CC